5-(3-methyl-1-(4-methyl-4H-1,2,4-triazol-3-yl)cyclobutyl)benzonitrile CC1CC(C1)(C1=NN=CN1C)C=1C=CC=C(C#N)C1